N-(2-carbonyl-1,2-dihydropyridin-4-yl)quinoxaline-2-carboxamide C(=O)=C1NC=CC(=C1)NC(=O)C1=NC2=CC=CC=C2N=C1